C12CN(CC(CC1)N2)C2=NC(=NC1=C(C(=C(C=C21)C(F)(F)F)C2=CC=C(C=1SC(=C(C12)C#N)N)F)F)OCC1(COCC1)OC 4-(4-(3,8-diazabicyclo[3.2.1]oct-3-yl)-8-fluoro-2-((3-methoxytetrahydrofuran-3-yl)methoxy)-6-(trifluoromethyl)quinazolin-7-yl)-2-amino-7-fluorobenzo[b]thiophene-3-carbonitrile